(R)-tert-Butyl 2-(isopropylamino)-6-methyl-3-(4-(methylcarbamoyl) phenyl)-4-oxo-3,4,5,6-tetrahydropyrido[3,4-d]pyrimidine-7(8H)-carboxylate C(C)(C)NC=1N(C(C2=C(N1)CN([C@@H](C2)C)C(=O)OC(C)(C)C)=O)C2=CC=C(C=C2)C(NC)=O